5-isopropyl-1,3-dioxol-2-one C(C)(C)C1=COC(O1)=O